N-[4-(4-methylphenyl)-2,2-dimethylbutyl]-4-methylbenzenesulfonamide CC1=CC=C(C=C1)CCC(CNS(=O)(=O)C1=CC=C(C=C1)C)(C)C